OCC(C)NC1=NC2=CC=CC=C2C=N1 2-((1-hydroxypropan-2-yl)amino)quinazolin